(R)-4-amino-1-(4-(3,5-difluoro-2-methoxyphenyl)piperazin-1-yl)butan-2-ol NCC[C@H](CN1CCN(CC1)C1=C(C(=CC(=C1)F)F)OC)O